ethyl (7Z)-17-[2-(dimethylamino)ethyl]hexacos-7-enoate CN(CCC(CCCCCCCC\C=C/CCCCCC(=O)OCC)CCCCCCCCC)C